3-[(4-methoxyphenyl)methyl]imidazolidine-2,4-dione COC1=CC=C(C=C1)CN1C(NCC1=O)=O